(4s,5r)-4-(difluoromethyl)-5-methyl-oxazolidin-2-one FC([C@H]1NC(O[C@@H]1C)=O)F